(2-(2,6-dioxopiperidin-3-yl)-3-oxoisoindolin-5-yl)methyl (1-(tert-butyl)azetidin-3-yl)carbamate C(C)(C)(C)N1CC(C1)NC(OCC=1C=C2C(N(CC2=CC1)C1C(NC(CC1)=O)=O)=O)=O